fluoro-2,4-dihydroxybenzoic acid FC=1C(=C(C(=O)O)C=CC1O)O